ClCC=1C=C2C=3C(=C(C(NC3C1)=O)C)CCC2 8-(chloromethyl)-3-methyl-5,6-dihydro-1H-benzo[de]quinolin-2(4H)-one